FC1=C(C(=CC=C1[N+](=O)[O-])F)Br 1,3-difluoro-2-bromo-6-nitrobenzene